1,3-Dihydroxypropan-2-yl 2-(((5Z,8Z,11Z,14Z,17Z)-icosa-5,8,11,14,17-pentaen-1-yl)oxy)butanoate C(CCC\C=C/C\C=C/C\C=C/C\C=C/C\C=C/CC)OC(C(=O)OC(CO)CO)CC